ClC1=NC(=NC(=N1)C1=CC2=CC=CC=C2C=C1)C1=CC2=CC=C(C=C2C=C1)C1=CC=CC=C1 2-chloro-4-(naphthalen-2-yl)-6-(6-phenylnaphthalen-2-yl)-1,3,5-triazine